bis-(2,6-dichlorobenzoyl)-4-ethoxy-phenyl-phosphine oxide ClC1=C(C(=O)P(C2=CC=C(C=C2)OCC)(C(C2=C(C=CC=C2Cl)Cl)=O)=O)C(=CC=C1)Cl